N1=C(C=CC=C1)C#CC12CN(CC2C1)C1=CC2=C(NC=N2)C=C1 5-(1-(pyridin-2-ylethynyl)-3-azabicyclo[3.1.0]hexan-3-yl)-1H-benzo[d]imidazole